N-(4-((2-(2-(methylamino)quinazolin-4-yl)-2,7-diazaspiro[3.5]nonan-7-yl)methyl)phenyl)ethanesulfonamide CNC1=NC2=CC=CC=C2C(=N1)N1CC2(C1)CCN(CC2)CC2=CC=C(C=C2)NS(=O)(=O)CC